C(C)OC=1C=C2C(=C(C(N(C2=CC1O[C@H]1COCC1)C)=O)C#N)N1CCC(CC1)C=1OC2=C(N1)C=C(C=C2)C |r| (rac)-6-ethoxy-1-methyl-4-[4-(5-methyl-1,3-benzooxazol-2-yl)piperidin-1-yl]-2-oxo-7-[tetrahydrofuran-3-yloxy]-1,2-dihydroquinoline-3-carbonitrile